C(C)(C)(C)OC(=O)N1[C@@H](COCC1)C(=O)O (3S)-4-tert-butoxy-carbonyl-morpholine-3-carboxylic acid